C1(CCC1)C1=C(C=C(C(=O)N2CCC(CC2)(F)C2=C(C#N)C=CC=C2)C=C1)C1=NN=C(N1)C (1-(4-cyclobutyl-3-(5-methyl-4H-1,2,4-triazol-3-yl)benzoyl)-4-fluoropiperidin-4-yl)benzonitrile